4-(4-((6-methoxypyridin-3-yl)oxy)piperidin-1-yl)-2-(methylthio)pyrimidine-5-carbonitrile COC1=CC=C(C=N1)OC1CCN(CC1)C1=NC(=NC=C1C#N)SC